ON=C(N)C1CC(C1)C1=CC=CC=C1 N'-hydroxy-3-phenyl-cyclobutanecarboxamidine